2-(2'-hydroxy-5'-methylpropyl-3'-tert-butyl-phenyl)-5-methoxy-benzotriazole OC(CC1=C(C=C(C=C1C(C)(C)C)C)N1N=C2C(=N1)C=CC(=C2)OC)C